6-chloro-4-(naphthalen-1-yl)pyridazin-3-amine ClC1=CC(=C(N=N1)N)C1=CC=CC2=CC=CC=C12